N[C@H]1C2N(CC1CC2)C(=O)C=2C=CC=1N(C2)N=C(C1C)C1=CC=2C(=NC(=CC2)C2=C(C=CC=C2)N2C(NCC2)=O)N1CC1CC1 2-(2-{6-[(7R)-7-amino-2-azabicyclo[2.2.1]heptane-2-carbonyl]-3-methylpyrazolo[1,5-a]pyridin-2-yl}-1-(cyclopropylmethyl)-1H-pyrrolo[2,3-b]pyridin-6-yl)phenyl-imidazolidin-2-one